4-chloro-8-methoxy-1,7-naphthyridine ClC1=CC=NC2=C(N=CC=C12)OC